OC1CCCC1 3-hydroxycyclopentan